tert-butyl N-cyclopropyl-N-[1-[8-[(8-fluoro-2-methyl-[1,2,4]triazolo[1,5-a]pyridin-6-yl)carbamoyl]cinnolin-5-yl]-4-piperidyl]carbamate C1(CC1)N(C(OC(C)(C)C)=O)C1CCN(CC1)C1=C2C=CN=NC2=C(C=C1)C(NC=1C=C(C=2N(C1)N=C(N2)C)F)=O